2'-[6-amino-5-(trifluoromethyl)pyridin-3-yl]-N-[1-(1,3-dimethyl-1H-pyrazol-4-yl)ethyl]-5',6'-dihydro-1H-spiro[azetidine-3,4'-pyrrolo[1,2-b]pyrazole]-1-carboxamide NC1=C(C=C(C=N1)C=1C=C2N(N1)CCC21CN(C1)C(=O)NC(C)C=1C(=NN(C1)C)C)C(F)(F)F